FC1=C(C=C(C(=C1)OCCN1CCOCC1)F)CC(=O)O {2,5-difluoro-4-[2-(morpholin-4-yl)ethoxy]phenyl}acetic acid